FC=1C=C(C=C(C1)F)N1C(N([C@@H](C1)C#N)C1=CN=CC2=CC=C(C=C12)S(=O)(=O)C)=O (S)-1-(3,5-difluorophenyl)-3-(6-(methylsulfonyl)isoquinolin-4-yl)-2-oxoimidazoline-4-carbonitrile